FC1=C(C=CC(=C1)C(F)(F)F)[C@H](NC(=O)[C@@H]1N([C@@H]2C[C@@H]2C1)C(=O)C=1C=NC=C(C1)C(F)(F)F)C1COC1 (1R,3R,5R)-N-((R)-(2-fluoro-4-(trifluoromethyl)phenyl)(3-oxetanyl)methyl)-2-((5-(trifluoromethyl)-3-pyridinyl)carbonyl)-2-azabicyclo[3.1.0]hexane-3-carboxamide